8-((4,6-difluoroindolin-1-yl)methyl)-N-ethyl-N-methyl-2-morpholino-4-oxo-4H-chromene-6-carboxamide FC1=C2CCN(C2=CC(=C1)F)CC=1C=C(C=C2C(C=C(OC12)N1CCOCC1)=O)C(=O)N(C)CC